FC1=CC=C(C=C1)N1N=C(C=C1)C1[C@H]2CN(C[C@@H]12)C(=O)N1C[C@@H]2[C@@H](OCC(N2)=O)CC1 (4aR,8aS)-6-[(1R,5S,6r)-6-[1-(4-fluorophenyl)pyrazol-3-yl]-3-azabicyclo[3.1.0]hexane-3-carbonyl]-4,4a,5,7,8,8a-hexahydropyrido[4,3-b][1,4]oxazin-3-one